C1=C(C=CC2=CC=CC=C12)[Si](OC)(OC)OC β-naphthyl-trimethoxysilane